FC=1C(=NC(=NC1)N1CCN(CC1)C)N1CC(C1)C(=O)N(C)C(C)(C)C1=CN=C2N1C=CC=C2 1-[5-fluoro-2-(4-methylpiperazin-1-yl)pyrimidin-4-yl]-N-(2-{imidazo[1,2-a]pyridin-3-yl}propan-2-yl)-N-methylazetidine-3-carboxamide